(E)-4-(3-((3,4-dichlorobenzyl)amino)-3-oxoprop-1-en-1-yl)-2-methoxyphenylisobutyrate ClC=1C=C(CNC(/C=C/C2=CC(=C(C=C2)OC(C(C)C)=O)OC)=O)C=CC1Cl